5-(3-fluorophenyl)-N-[(2R)-1-hydroxypropan-2-yl]-6-[4-(trifluoromethyl)phenoxy]pyridine-3-carboxamide FC=1C=C(C=CC1)C=1C=C(C=NC1OC1=CC=C(C=C1)C(F)(F)F)C(=O)N[C@@H](CO)C